8-methoxybenzo[f]quinoline 4-oxide COC1=CC2=C(C=3C=CC=[N+](C3C=C2)[O-])C=C1